2-[[(2S,3R)-3-(tert-butoxycarbonylamino)-2-hydroxy-4-phenyl-butanoyl]amino]-3-[2-(trifluoromethyl)phenyl]propanoic acid C(C)(C)(C)OC(=O)N[C@@H]([C@@H](C(=O)NC(C(=O)O)CC1=C(C=CC=C1)C(F)(F)F)O)CC1=CC=CC=C1